(S,S)-ethyl-2-((((2-(2-amino-6-methoxy-9H-purin-9-yl)-ethoxy)-methyl)-(benzyloxy)-phosphoryl)-amino)-propionate C(C)OC([C@H](C)N[P@@](=O)(OCC1=CC=CC=C1)COCCN1C2=NC(=NC(=C2N=C1)OC)N)=O